ClC1=C(C=C(C=C1)OC1=CC(=C(C=C1)OC)[N+](=O)[O-])Cl 1,2-Dichloro-4-(4-methoxy-3-nitrophenoxy)benzene